O1CCN(CC1)C=1C=CC(=NC1)NC1=CC(=C(C=N1)C(CC([2H])([2H])[2H])=O)NC1=NC=CC=2C=3C([C@H](N(C12)C)C)=NN(N3)C |r| (R/S)-1-(6-((5-morpholinopyridin-2-yl)amino)-4-((2,4,5-trimethyl-4,5-dihydro-2H-[1,2,3]triazolo[4,5-c][1,7]naphthyridin-6-yl)amino)pyridin-3-yl)propan-1-one-3,3,3-d3